(S)-12-(ethylthio)-2-(8-ethynyl-7-fluoro-3-(methoxymethoxy)naphthalen-1-yl)-1-fluoro-4,5,5a,6,7,8,9,10-octahydro-3,10a,11,13-tetraazanaphtho[1,8-ab]heptalene C(C)SC=1N=C2C3=C(CC[C@@H]4CCCCCN24)N=C(C(=C3N1)F)C1=CC(=CC3=CC=C(C(=C13)C#C)F)OCOC